C(#N)C(C)(C=1C=NC=C(C1)F)NC(=O)[C@@H]1[C@H]2C([C@H]2CN1C(=O)[C@H](C(C)(C)C)NC([O-])=O)(C)C [(1S)-1-[(1R,2S,5S)-2-[[1-cyano-1-(5-fluoro-3-pyridyl)ethyl]carbamoyl]-6,6-dimethyl-3-azabicyclo[3.1.0]hexane-3-carbonyl]-2,2-dimethyl-propyl]carbamate